Cl.CC=1C=C(C=CC1C)NN 3,4-dimethyl-phenylhydrazine hydrochloride